ClC1=CC2=C(N(C(N=C2N2[C@H](CN(CC2)C(C=C)=O)C)=O)C2=C(C=NN2C(C)C)C)N=C1C1=C(C=CC=C1)F 6-Chloro-7-(2-fluorophenyl)-1-(4-methyl-1-(2-propanyl)-1H-pyrazol-5-yl)-4-((2S)-2-methyl-4-(2-propenoyl)-1-piperazinyl)pyrido[2,3-d]pyrimidin-2(1H)-one